N1C=NC(=C1)C(C1=CC=CC=C1)NC1=CC(=CC=C1)Cl ((1H-Imidazol-4-yl)(phenyl)methyl)-3-chloroaniline